tert-butyl (1-(4-(4-oxo-3,4-dihydrophthalazin-1-yl)butanoyl)piperidin-4-yl)carbamate O=C1NN=C(C2=CC=CC=C12)CCCC(=O)N1CCC(CC1)NC(OC(C)(C)C)=O